isoquino[3,2-b][3]benzazocine C1=CC=CC=2C=CCN3C(=CC21)C=C2C=CC=CC2=C3